C1(=CC=CC=C1)C=1N=C(C2=C(N1)SC=C2)C2=CC=CC=C2 2,4-Diphenyl-thieno[2,3-d]pyrimidine